CN1N=CC=C1NC1=NC=CC(=N1)O 2-[(1-methyl-1H-pyrazol-5-yl)amino]pyrimidin-4-ol